COCOCC1=NN2C(CN(CCC2)S(=O)(=O)C2=C(C=CC=C2)[N+](=O)[O-])=C1 2-(methoxymethoxymethyl)-5-(2-nitrophenyl)sulfonyl-4,6,7,8-tetrahydropyrazolo[1,5-a][1,4]diazepine